CC1=CC=C(C=C1)S(=O)(=O)CCO 2-(p-toluenesulfonyl)ethanol